5-fluoro-6-((5-methoxypyridin-2-yl)methoxy)isoindolin-1-one FC=1C=C2CNC(C2=CC1OCC1=NC=C(C=C1)OC)=O